COC=1C=C(C=2C=C(C(N(C2C1)C)=O)C)N1CCCC2=CC=C(C=C12)S(=O)(=O)N 7'-methoxy-1',3'-dimethyl-2'-oxo-1',2',3,4-tetrahydro-2H-[1,5'-biquinoline]-7-sulfonamide